CCCC(C)C#N pentane-4-carbonitrile